2-(2-methyl-1H-benzoimidazol-1-yl)-4-morpholinothiophen CC1=NC2=C(N1C=1SC=C(C1)N1CCOCC1)C=CC=C2